heptadecyltrimethylammonium methyl-carbonate COC([O-])=O.C(CCCCCCCCCCCCCCCC)[N+](C)(C)C